C(CCC(=O)[O-])(=O)[O-].[Ca+2] Calcium succinat